2-(chloromethyl)-2-(difluoromethyl)butanoic acid ClCC(C(=O)O)(CC)C(F)F